ClC=1C=CC2=C(N(C3=C(CC2)C=CC=C3)CCCCNC(C(=O)[O-])=CC)C1 [4-(3-chloro-10,11-dihydro-5H-dibenzo[b,f]azepin-5-yl)butylamino]but-2-enoate